C1(=CC=C(C=C1)NC1=CC=C(C=C1)C1=CC=C(C=C1)N1C2=CC=CC=C2C=2C=CC=CC12)C1=CC=CC=C1 N-([1,1'-biphenyl]-4-yl)-4'-(9H-carbazol-9-yl)-[1,1'-biphenyl]-4-amine